3-(1-{4-[(2S)-2,3-dihydro-1,4-benzodioxin-2-yl]benzyl}piperidin-4-yl)propionic acid O1[C@H](COC2=C1C=CC=C2)C2=CC=C(CN1CCC(CC1)CCC(=O)O)C=C2